4-(2-(2-aminopyridin-3-yl)-6-cyano-5-(4-fluorophenyl)-3H-imidazo[4,5-b]pyridin-3-yl)benzyl acetate C(C)(=O)OCC1=CC=C(C=C1)N1C(=NC=2C1=NC(=C(C2)C#N)C2=CC=C(C=C2)F)C=2C(=NC=CC2)N